methyl 2-methoxypropenoate COC(C(=O)OC)=C